2-ethyl-9-methacryloyloxy-10-acetoxy-1,2,3,4-tetrahydroanthracene C(C)C1CC2=C(C3=CC=CC=C3C(=C2CC1)OC(C)=O)OC(C(=C)C)=O